CN(C(CCCCCCCCCC\C=C/CCCCCCCC(=O)OCC)CCCCCCC)C ethyl (9Z)-21-(dimethylamino)octacos-9-enoate